ClC=1N=CC2=C(N1)C(=CN2C)I 2-chloro-7-iodo-5-methyl-5H-pyrrolo[3,2-d]pyrimidine